CN1C(COC2=NC=CC(C3=NNC=4C=CC(OCCC1)=CC34)=C2)=O 10-methyl-7,14-dioxa-5,10,19,20-tetraazatetracyclo[13.5.2.12,6.018,21]tricosa-1(20),2(23),3,5,15(22),16,18(21)-heptaen-9-one